[Na+].[Na+].N(CCC(=O)[O-])CCC(=O)[O-] iminodipropionate disodium salt